BrC=1C(C(=CN(C1C(=O)OCC)C(C)C)C(=O)O)=O 5-bromo-6-(ethoxycarbonyl)-1-isopropyl-4-oxo-1,4-dihydropyridine-3-carboxylic acid